C(C)(C)(CC(C)(C)C)C=1C=CC=2NC3=CC=C(C=C3SC2C1)C(C)(C)CC(C)(C)C 3,7-di-tert-octylphenothiazine